1-(6-Chloro-3,3-dimethyl-2,3-dihydro-pyrrolo[3,2-c]pyridin-1-yl)-2-((2R,5R)-2-methoxymethyl-5-methyl-piperazin-1-yl)-ethanone hydrochloride salt Cl.ClC1=CC2=C(C=N1)C(CN2C(CN2[C@H](CN[C@@H](C2)C)COC)=O)(C)C